NC1=NC=NC=2N(C3=CC=C(C=C3C21)CC)CC(=O)OCC ethyl 2-(4-amino-6-ethyl-9H-pyrimido[4,5-b]indol-9-yl)acetate